C(C)OC([C@@H](C[C@@H](CC1=CC=C(C=C1)C1=CC=CC=C1)N)C)=O (2R,4S)-5-([1,1'-biphenyl]-4-yl)-4-amino-2-methylpentanoic acid ethyl ester